FC1(CCC(CC1)[C@H](NC(=O)C1=NN(C=N1)C)C1=NC2=C(N1)C=C(C=C2)[C@@H](C)NC(CCC(F)(F)F)=O)F N-[(S)-(4,4-Difluorocyclohexyl)-[6-[(1R)-1-(4,4,4-trifluorobutanoylamino)ethyl]-1H-benzimidazol-2-yl]methyl]-1-methyl-1,2,4-triazole-3-carboxamide